BrC1=CC(=C(NC=2C=CC3=C(N(CN3C)OCCO)C2F)C=C1)Cl 6-(4-bromo-2-chloroanilino)-7-fluoro-N-(2-hydroxyethoxy)-3-methylbenzimidazole